CN(C(C=C)=O)C1CC(C1)OC=1C=2N(C=C(N1)C=1C=NN(C1)C1COCC1)N=CC2 N-methyl-N-(3-((6-(1-(tetrahydrofuran-3-yl)-1H-pyrazol-4-yl)pyrazolo[1,5-a]pyrazin-4-yl)oxy)cyclobutyl)acrylamide